6-((5-bromo-1-(4-chlorophenyl)-7-fluoro-1-(3-hydroxycyclobutoxy)-3-oxoisoindolin-2-yl)methyl)nicotinonitrile BrC=1C=C2C(N(C(C2=C(C1)F)(OC1CC(C1)O)C1=CC=C(C=C1)Cl)CC1=NC=C(C#N)C=C1)=O